CC1=C(C2=CC=CC=C2N1)C[C@@H](C(=O)[O-])[NH3+] The molecule is an amino acid zwitterion arising from transfer of a proton from the carboxy to the amino group of 2-methyl-L-tryptophan; major species at pH 7.3. It has a role as a bacterial metabolite. It is a tautomer of a 2-methyl-L-tryptophan.